C1(CCCC2CC=CC=C12)=O 1-tetrahydronaphthone